N-((5-bromo-6-fluoropyridin-2-yl)methylene)-2-methylpropan-2-sulfinamide BrC=1C=CC(=NC1F)C=NS(=O)C(C)(C)C